C(C)(C)(C)OC(=O)N[C@@H]1[C@@H](CCC1)N1N=C(C=C1C(=O)OCC)N1[C@@H](COCC1)C ethyl 1-((1R,2S)-2-((tert-butoxycarbonyl)amino)cyclopentyl)-3-((R)-3-methylmorpholino)-1H-pyrazole-5-carboxylate